(1-(2,4-dimethoxybenzyl)-2-oxopyrrolidin-3-yl)triphenylphosphonium bromide [Br-].COC1=C(CN2C(C(CC2)[P+](C2=CC=CC=C2)(C2=CC=CC=C2)C2=CC=CC=C2)=O)C=CC(=C1)OC